N1=C(C=CC(=C1)NC(CCC(=O)N1C=2N(CC(C1)C)N=C(C2)C)=O)C=2C=NC=CC2 N-(2,3'-bipyridin-5-yl)-4-(2,6-dimethyl-6,7-dihydropyrazolo[1,5-a]pyrimidin-4(5H)-yl)-4-oxobutanamide